C(CCCCCC)N(C(=O)N)CCCCCCCCCCCC N-heptyl-N-dodecyl-urea